BrC1=C(C=C(C=C1)CC(=O)O)S(NC(C)(C)C)(=O)=O 2-[4-bromo-3-(tert-butylsulfamoyl)phenyl]acetic acid